F[B-](F)(F)F.C(CC)[N+](CCC)(CCC)CCC tetrapropylammonium tetrafluoroborate